BrC1=CN(C=C1F)C(C)(C)C 3-bromo-1-tert-butyl-4-fluoropyrrole